tert-butyl 3-(3-(2,5-dichloropyrimidin-4-yl)phenyl)piperidine-1-carboxylate ClC1=NC=C(C(=N1)C=1C=C(C=CC1)C1CN(CCC1)C(=O)OC(C)(C)C)Cl